ClC1=CC(=C(C=C1)C(C)=O)O 1-(4-chloro-2-hydroxyphenyl)ethanone